4-((7-chloroisoquinolin-1-yl)amino)-N-(2-(pyridin-3-yl)-2-(pyrrolidin-1-yl)ethyl)benzamide ClC1=CC=C2C=CN=C(C2=C1)NC1=CC=C(C(=O)NCC(N2CCCC2)C=2C=NC=CC2)C=C1